CC(CC)OS(=O)(C1=CC=C(C=C1)N)=O β-butylsulfanilate